2-(2-(aminomethyl)-5-ethynylphenoxy)ethanol NCC1=C(OCCO)C=C(C=C1)C#C